(4S,5R)-1-(7,8-dihydrofuro[3,2-e][1,3]benzothiazol-2-yl)-5-[(3-fluoroazetidin-1-yl)methyl]-4-methylimidazolidin-2-one N1=C(SC2=C1C1=C(C=C2)OCC1)N1C(N[C@H]([C@H]1CN1CC(C1)F)C)=O